C(C1=CC=CC=C1)OC1=CC=C(NC=2C=C(N(C2C)C)C#N)C=C1 4-[4-(benzyloxy)anilino]1,5-dimethyl-1H-pyrrole-2-carbonitrile